1,1,5,5-tetrakis(5-t-butyl-4-hydroxy-2-methylphenyl)pentane C(C)(C)(C)C=1C(=CC(=C(C1)C(CCCC(C1=C(C=C(C(=C1)C(C)(C)C)O)C)C1=C(C=C(C(=C1)C(C)(C)C)O)C)C1=C(C=C(C(=C1)C(C)(C)C)O)C)C)O